3-(methylcarbamoyl)benzoic acid [3-(3-ethyl-4-oxo-spiro[6,8-dihydro-5H-pyrazolo[4,3-c]azepin-7,4'-tetrahydropyran]-1-yl)-2,2-dimethyl-propyl] ester C(C)C1=NN(C2=C1C(NCC1(CCOCC1)C2)=O)CC(COC(C2=CC(=CC=C2)C(NC)=O)=O)(C)C